9-[(3-chloro-2-fluorophenyl)methyl]-2-oxa-5,9-diazatricyclo[6.3.0.0(1,5)]undecan-6-one ClC=1C(=C(C=CC1)CN1C2CC(N3CCOC32CC1)=O)F